CN1N=NC2=C1C=CC=C2 1-methylbenzotriazole